O1CCOC12CC=C(CC2)C2=NN(C=C2C=O)C2OCCCC2 3-[1,4-dioxaspiro[4.5]dec-7-en-8-yl]-1-(oxacyclohex-2-yl)-1H-pyrazole-4-carbaldehyde